N1N=CC(=C1)C1=CN=C2C(=N1)N(C=N2)C(C)C=2C(=C1C=CC=NC1=CC2F)F 6-(1-(6-(1H-pyrazol-4-yl)-1H-imidazo[4,5-b]pyrazin-1-yl)ethyl)-5,7-difluoroquinoline